BrC1=CC(=C(C(=O)O)C=C1)C(=O)C(=O)O 4-bromo-2-oxalo-benzoic acid